1-(2,3-dimethyl-2-butyl)hydrazine-1,2-dicarboxylic acid diisopropyl ester C(C)(C)OC(=O)N(NC(=O)OC(C)C)C(C)(C(C)C)C